CC=1C(C(CCC1)(C)C)/C=C/C(C)=O (E)-4-(2,6,6-trimethylcyclohex-2-en-1-yl)but-3-ene-2-one